(4-((3-Ethyl-5,6-dihydropyrrolo[3,4-c]pyrazol-1(4H)-yl)methyl)bicyclo[2.2.2]oct-1-yl)carbamic acid benzyl ester C(C1=CC=CC=C1)OC(NC12CCC(CC1)(CC2)CN2N=C(C1=C2CNC1)CC)=O